1-(2-(3-allyloxy-2-hydroxypropylamino)ethyl)-imidazolidin-2-one C(C=C)OCC(CNCCN1C(NCC1)=O)O